NC1=NC(=C2N=CN(C2=N1)[C@H]1C[C@H](C1)COP(=O)(OC1=CC=CC2=CC=CC=C12)N[C@@H](C)C(=O)OC(C)C)O Isopropyl (((cis-3-(2-amino-6-hydroxy-9H-purin-9-yl)cyclobutyl)methoxy)(naphthalen-1-yloxy)phosphoryl)-L-alaninate